CN(C[C@H](C)OC1=C(C#N)C=C(C(=C1)N1N=C(N(C1=O)C)CC)F)C 2-{[(2S)-1-(dimethylamino)prop-2-yl]oxy}-4-(3-ethyl-4-methyl-5-oxo-4,5-dihydro-1H-1,2,4-triazol-1-yl)-5-fluorobenzonitrile